10-((2-(Allyloxy)-3-(tert-butyl)-5-methylphenyl)diethylsilyl)-1,3,5,8-tetramethyl-5,10-dihydroindeno[1,2-b]indole C(C=C)OC1=C(C=C(C=C1C(C)(C)C)C)[Si](C1C2=C(C=C(C=C2C=2N(C=3C=CC(=CC3C21)C)C)C)C)(CC)CC